CN1C(C=2N(N=C3C=C(C=CC23)C2NCC(CC2)C)CC1)=O 2-Methyl-8-(5-methylpiperidin-2-yl)-3,4-dihydropyrazino[1,2-b]indazol-1(2H)-one